[bis(dimethylfluorenyl)triazinyl](Phenyldibenzoselenophenyl)benzene CC=1C(=C(C=2CC3=CC=CC=C3C2C1)C1=C(C(=NN=N1)C1=C(C=CC=C1)C1=C(C=CC=2[Se]C3=C(C21)C=CC=C3)C3=CC=CC=C3)C3=C(C(=CC=2C1=CC=CC=C1CC32)C)C)C